O=C1NC(CCC1C1(C(C(=O)N)C=CC(=C1)N1CCNCC1)F)=O 2-(2,6-dioxopiperidin-3-yl)-2-fluoro-4-(piperazine-1-yl)benzamide